8-chloro-6-(2-fluorophenyl)-1-methyl-3a,4,5,6-tetrahydro-3H-imidazo[1,5-a][1,4]benzodiazepine ClC=1C=CC2=C(C(NCC3N2C(=NC3)C)C3=C(C=CC=C3)F)C1